ethyl 2-cyano-2-acrylamidoacetate C(#N)C(C(=O)OCC)NC(C=C)=O